3-phenyl-3-{di-[2-(2-ethylhexyloxy)ethoxy]phosphoryl}propionic acid C1(=CC=CC=C1)C(CC(=O)O)P(=O)(OCCOCC(CCCC)CC)OCCOCC(CCCC)CC